tert-butyl 5-[2-chloro-6-cyano-4-[1-methyl-1-[4-[(2-methylsulfanylpyrimidin-4-yl)methoxy]phenyl]ethyl]phenoxy]-4,4-difluoro-pentanoate ClC1=C(OCC(CCC(=O)OC(C)(C)C)(F)F)C(=CC(=C1)C(C)(C1=CC=C(C=C1)OCC1=NC(=NC=C1)SC)C)C#N